O=C1NC(CCC1N1CC2=CC=C(C=C2C1=O)C#CC1=CC=C(CN2CCN(CC2)C2=NC=C(C(=O)N3CCC(CC3)CCCCNC(\C=C\C=3C=NC=CC3)=O)C=C2)C=C1)=O (E)-N-(4-(1-(6-(4-(4-((2-(2,6-dioxopiperidin-3-yl)-3-oxoisoindolin-5-yl)ethynyl)benzyl)piperazin-1-yl)nicotinoyl)piperidin-4-yl)butyl)-3-(pyridin-3-yl)acrylamide